S(N)([O-])(=O)=O.S(N)([O-])(=O)=O.[Mg+2] magnesium disulphamate